(S)-4-fluoro-N-methyl-N-(1-(4-(N-(1-methylpiperidin-4-yl)sulfamoyl)phenylamino)-1-oxo-3-phenylpropan-2-yl)benzamide FC1=CC=C(C(=O)N([C@H](C(=O)NC2=CC=C(C=C2)S(NC2CCN(CC2)C)(=O)=O)CC2=CC=CC=C2)C)C=C1